dithiobis(sulfosuccinimidylpropionate) S(=O)(=O)(O)CC(C(=O)[O-])(SSC(C(=O)[O-])(CS(=O)(=O)O)N1C(CCC1=O)=O)N1C(CCC1=O)=O